1-(2-chlorophenyl)-4-(((1R,2R)-2-fluorocyclopropyl)amino)-7-(trifluoromethoxy)quinazolin-2(1H)-one ClC1=C(C=CC=C1)N1C(N=C(C2=CC=C(C=C12)OC(F)(F)F)N[C@H]1[C@@H](C1)F)=O